CN(C(CCCC=C)=O)C[C@]12C[C@H](N([C@@H]2C1)C(=O)OC(C)(C)C)C(=O)OCC (1R,3S,5R)-2-tert-Butyl 3-Ethyl 5-((N-Methylhex-5-enamido)methyl)-2-azabicyclo[3.1.0]hexane-2,3-dicarboxylate